N-cyclopropyl-6-fluoro-5-(piperazin-1-yl)pyridinecarboxamide hydrochloride Cl.C1(CC1)NC(=O)C1=NC(=C(C=C1)N1CCNCC1)F